O=C1NC(CCC1N1C(C2=CC=C(C=C2C1=O)NCCCC1=C(C=CC(=C1)N1CCC(CC1)C1=CC=CC=C1)F)=O)=O 2-(2,6-dioxopiperidin-3-yl)-5-((3-(2-fluoro-5-(4-phenylpiperidin-1-yl)phenyl)propyl)amino)isoindoline-1,3-dione